C(C1=CC=CC=C1)N(C1CCC(CC1)(C(F)(F)F)OC[C@H](C)OS(=O)(=O)O)CC1=CC=CC=C1 [(2S)-1-[[(1r,4r)-4-(dibenzylamino)-1-(trifluoromethyl)cyclohexyl]oxy]propan-2-yl]oxysulfonic acid